(dimethylamino)cobalt CN(C)[Co]